(2s,4s)-4-amino-1-(3-cyano-4,6-dimethylpyridin-2-yl)-N-ethyl-N-(m-tolyl)pyrrolidine-2-carboxamide N[C@H]1C[C@H](N(C1)C1=NC(=CC(=C1C#N)C)C)C(=O)N(C=1C=C(C=CC1)C)CC